(1-isopropyl-4-(trifluoromethyl)-1H-imidazol-2-yl) benzoate C(C1=CC=CC=C1)(=O)OC=1N(C=C(N1)C(F)(F)F)C(C)C